tert-Butyl 4-[3-[(3-ethoxy-3-oxo-propyl)amino]phenyl]piperidine-1-carboxylate C(C)OC(CCNC=1C=C(C=CC1)C1CCN(CC1)C(=O)OC(C)(C)C)=O